Cl.N1=C(C=CC=C1C(=O)O)C(=O)O pyridine-2,6-diformate hydrochloride